N1(CCCCC1)C1CCN(CC1)C=1C=NC(=NC1)C=1C=C(C(=O)N[C@@H](C=2NC3=CC=CC=C3C2)C2=C(C=CC(=C2)F)O)C=C(C1)C (R)-3-(5-([1,4'-bipiperidin]-1'-yl)pyrimidin-2-yl)-N-((5-fluoro-2-hydroxyphenyl)(1H-indol-2-yl)methyl)-5-methylbenzamide